FC(C)(C)C1=CC(=NC(=N1)C1=C2C(=NC=C1)NC=C2)N2[C@@H](COCC2)C (3R)-4-[6-(2-fluoroprop-2-yl)-2-[1H-pyrrolo[2,3-b]pyridin-4-yl]pyrimidin-4-yl]-3-methylmorpholine